2-ethyl-1-[6-(1-methyl-4-piperidyloxy)-2-pyridyl]-6-[m-(3-pyridyl)phenylamino]-1,2-dihydro-3H-1,2,5,7-tetraazainden-3-one C(C)N1N(C2=NC(=NC=C2C1=O)NC1=CC(=CC=C1)C=1C=NC=CC1)C1=NC(=CC=C1)OC1CCN(CC1)C